(S)-3-benzyl-2-carbonyl-1,3-oxazine-4-carbaldehyde C(C1=CC=CC=C1)N1C(OC=C[C@H]1C=O)=C=O